1-[2-(2-ethoxyethoxy)ethyl]-3,5-dimethyl-pyrazol-4-amine C(C)OCCOCCN1N=C(C(=C1C)N)C